(S)-2-((S)-2-amino-3-methylbutanamido)-N-(4-((tert-butyldimethylsilyl)oxy)phenyl)-5-ureidopentanamide N[C@H](C(=O)N[C@H](C(=O)NC1=CC=C(C=C1)O[Si](C)(C)C(C)(C)C)CCCNC(=O)N)C(C)C